FC1=C(C=C(C(=C1)C1=NC(=CC=C1)OCC1=C(C=C(C=C1)C=1C=NN(C1)CC=1C=NC=CC1)F)F)CC=1N(C2=C(N1)C=CC(=C2)C(=O)OC(C)(C)C)CCOC tert-butyl 2-[[2,5-difluoro-4-[6-[[2-fluoro-4-[1-(3-pyridylmethyl)pyrazol-4-yl]phenyl]methoxy]-2-pyridyl]phenyl]methyl]-3-(2-methoxyethyl)benzimidazole-5-carboxylate